(1R,4R)-4-(4-(((R)-1-(1,1-dioxo-2,3-dihydrobenzo[b]thiophen-4-yl)ethyl)amino)-7-methoxy-2-methyl-quinazolin-6-yl)cyclohexane-1-carboxylic acid O=S1(C2=C(CC1)C(=CC=C2)[C@@H](C)NC2=NC(=NC1=CC(=C(C=C21)C2CCC(CC2)C(=O)O)OC)C)=O